C(CCCCC\C=C/CC\C=C\CCCC)=O Z,E-7,11-hexadecadienal